ClC1=C(C=C(C=C1)N1N=CN=C1CN(C(=O)NCC1=NC(=NN1C=1C=NC2=CC=CC=C2C1)C)CC)F 1-{[1-(4-chloro-3-fluorophenyl)-1H-1,2,4-triazol-5-yl]methyl}-1-ethyl-3-{[3-methyl-1-(quinolin-3-yl)-1H-1,2,4-triazol-5-yl]methyl}urea